C(C)(C)(C)OC(=O)N1CC(C1)N1C(C([C@H](C1)C1=C(C(=CC=C1OCOC)Cl)Cl)C(=O)OCC)=O ethyl (4S)-1-[1-(tert-butoxycarbonyl)azetidin-3-yl]-4-[2,3-dichloro-6-(methoxymethoxy)phenyl]-2-oxopyrrolidine-3-carboxylate